6-(6-chlorooxazolo[5,4-b]pyridin-2-yl)spiro[3.3]heptane-2-amine ClC=1C=C2C(=NC1)OC(=N2)C2CC1(CC(C1)N)C2